FC1=CC=C(C=C1)C1=CC(OC2=CC(=CC(=C12)O)C)=O 4-(4-fluorophenyl)-5-hydroxy-7-methyl-chromen-2-one